C(C)(C)(C)OC(=O)N1C(N(C2=C1C=NC=1N=C(C=CC21)OC)CC2=C(C=C(C=C2F)Br)F)=O 1-((4-bromo-2,6-difluoro-phenyl)methyl)-7-methoxy-2-oxo-imidazo[4,5-c][1,8]naphthyridine-3-carboxylic acid tert-butyl ester